N-(tert-butyl)-5-(1-isopropyl-1H-pyrazol-3-yl)-2-methoxybenzenesulfonamide C(C)(C)(C)NS(=O)(=O)C1=C(C=CC(=C1)C1=NN(C=C1)C(C)C)OC